C12=CC=CC=C2CC1 bicyclo[4.2.0]octa-triene